2-(3-oxa-8-azabicyclo[3.2.1]octan-8-yl)-N-(3-fluoro-4-(piperidin-1-yl)phenyl)-5-methyloxazole-4-carboxamide C12COCC(CC1)N2C=2OC(=C(N2)C(=O)NC2=CC(=C(C=C2)N2CCCCC2)F)C